2-amino-5-bromo-N-(2-(4-chlorophenyl)-2-oxoethyl)-nicotinamide NC1=C(C(=O)NCC(=O)C2=CC=C(C=C2)Cl)C=C(C=N1)Br